BrC=1OC=C(N1)CN[C@@H](COC1=NC(=NC(=C1)C1=C(C=CC=C1C)C)NS(=O)(=O)C=1C=C(C(=O)O)C=CC1)CC(C)(C)C 3-[[4-[(2R)-2-[(2-Bromooxazol-4-yl)methylamino]-4,4-dimethyl-pentoxy]-6-(2,6-dimethylphenyl)pyrimidin-2-yl]sulfamoyl]benzoic acid